N-p-fluorophenyl-4-oxo-1,4-dihydroquinoline-3-carboxylic acid FC1=CC=C(C=C1)N1C=C(C(C2=CC=CC=C12)=O)C(=O)O